[Pt].C1N2C(=CC=C1)C=1C3=C(C=CC1)OC=1C=4C32C=3N(C4C=CC1)C1=C(N3)C=CC=C1 benzo[4,5]imidazo[3,2-a]indolizino[3',2',1':4,5]chromeno[4,3,2-cd]indole platinum